Cl.BrC=1C=C(C=CC1OC)[C@@H](C)N (1R)-1-(3-Bromo-4-methoxy-phenyl)ethanamine hydrochloride salt